ethyl 2-(4-(4-(N,N-bis(4-methoxybenzyl)sulfamoyl)-3-fluorobenzyl)-5-(cyclopropylmethyl)-3-((2-(trimethylsilyl)ethoxy)methoxy)-1H-pyrazol-1-yl)thiazole-4-carboxylate COC1=CC=C(CN(S(=O)(=O)C2=C(C=C(CC=3C(=NN(C3CC3CC3)C=3SC=C(N3)C(=O)OCC)OCOCC[Si](C)(C)C)C=C2)F)CC2=CC=C(C=C2)OC)C=C1